C(#N)C1=C(C=CC(=C1)F)N1CC2(C1)CC(C2)OC=2C=CC(=NC2C(=O)NC2CN(C2)C(=O)OC(C)(C)C)C=2C(=NC=CC2)OCC tert-butyl 3-(5-((2-(2-cyano-4-fluorophenyl)-2-azaspiro[3.3]heptan-6-yl)oxy)-2'-ethoxy-[2,3'-bipyridine]-6-carboxamido)azetidine-1-carboxylate